OC=1C=C(C=C(C1)O)C#CC1=CC(=CC(=C1)O)O 3,5,3',5'-tetrahydroxytolan